OC1CCC(CC1)NC(=O)C=1C2=C(SC1NC(C1=CN=CC=C1)=O)CCCC2 N-(3-(((1r,4r)-4-hydroxycyclohexyl)carbamoyl)-4,5,6,7-tetrahydrobenzo[b]thiophen-2-yl)nicotinamide